2-methoxy-5-[4-(trifluoro-methyl)phenyl]-5H-pyrido[3,2-b]indole-8-carboxylic acid COC=1C=CC=2N(C=3C=CC(=CC3C2N1)C(=O)O)C1=CC=C(C=C1)C(F)(F)F